CC1(OB(OC1(C)C)C1=CC=C(OCCN)C=C1)C 2-(4-(4,4,5,5-tetramethyl-1,3,2-dioxaborolan-2-yl)phenoxy)ethan-1-amine